C(#N)C1=CC(=C(C=C1)NS(=O)(=O)C1=CNC(=C1)C1=C(C(=CC=C1)C)C)F N-(4-cyano-2-fluoro-phenyl)-5-(2,3-dimethylphenyl)-1H-pyrrole-3-sulfonamide